C(#N)C1CC2(C1)C[C@H](N(CC2)CC2=C1C=CNC1=C(C=C2OC)C)C2=CC=C(C(=O)NC1COC1)C=C2 4-((2S,4s,6S)-2-cyano-7-((5-methoxy-7-methyl-1H-indol-4-yl)methyl)-7-azaspiro[3.5]nonan-6-yl)-N-(oxetan-3-yl)benzamide